2-cyano-N-(2-isopropyl-4-vinylpyridin-3-yl)acetamide C(#N)CC(=O)NC=1C(=NC=CC1C=C)C(C)C